COC1=CC=C(C=C1)S(=O)(=O)N1C2=C(SCC1)C(=CN=C2)C=2SC=CC2 4-((4-methoxyphenyl)sulfonyl)-8-(thiophen-2-yl)-3,4-Dihydro-2H-pyrido[4,3-b][1,4]thiazine